C(C)(C)(C)OC(N(C)CCOCC1=NOC(=C1Br)C)=O N-[2-[(4-bromo-5-methyl-isoxazol-3-yl)methoxy]ethyl]-N-methyl-carbamic acid tert-butyl ester